1-(7-amino-3,4-dihydroisoquinolin-2(1H)-yl)-2,2,2-trifluoroethane-1-one NC1=CC=C2CCN(CC2=C1)C(C(F)(F)F)=O